COCCOC1=C(C=C(C=C1)[N+](=O)[O-])B1OC(C(O1)(C)C)(C)C 2-(2-(2-methoxyethoxy)-5-nitrophenyl)-4,4,5,5-tetramethyl-1,3,2-dioxaborolane